CN1CC2=C(CC1)SC(=C2)C(=O)O 5-methyl-4,5,6,7-tetrahydrothieno[3,2-c]pyridine-2-carboxylic acid